tert-butyl 2-methoxycarbonyl-1-piperazinecarboxylate COC(=O)C1N(CCNC1)C(=O)OC(C)(C)C